CC1(C(OCN2C=CC=3N(C(N(COC(C(CCCC1)(C)C)=O)C(C23)=O)=S)CCOC(C)C)=O)C 5,5,10,10-Tetramethyl-16-[2-{propan-2-yloxy}ethyl]-15-sulfanylidene-3,12-dioxa-1,14,16-triazatricyclo[12.5.2.0^{17,20}]henicosa-17(20),18-diene-4,11,21-trione